N-[1-(Cyanomethyl-carbamoyl)-cyclohexyl]-4-[4-(1-propyl)-piperazin-1-yl]-benzamide C(#N)CNC(=O)C1(CCCCC1)NC(C1=CC=C(C=C1)N1CCN(CC1)CCC)=O